N-(8-(4,4-difluoropiperidin-1-yl)-2-methylimidazo[1,2-a]pyrazin-6-yl)-5-fluoro-4-iodo-2-(6-azaspiro[2.5]oct-6-yl)benzamide FC1(CCN(CC1)C=1C=2N(C=C(N1)NC(C1=C(C=C(C(=C1)F)I)N1CCC3(CC3)CC1)=O)C=C(N2)C)F